NC=1C=C(C(C(=O)O)=CC1)O.C(C1=CC=NC=C1)(=O)NN isonicotinic acid hydrazide, p-aminosalicylate salt